ethyl trimethyl orthocarbonate C(OCC)(OC)(OC)OC